(benzyloxy)-7-methylpyrazolo[1,5-a]pyrimidine-5-carboxylic acid ethyl ester C(C)OC(=O)C1=NC=2N(C(=C1)C)N=C(C2)OCC2=CC=CC=C2